(R)-5-(7-chloro-1,2,3,4-tetrahydronaphthalen-2-yl)-2-(2-chloro-4-(cyclopropylethynyl)phenyl)-4,5,6,7-tetrahydro-3H-imidazo[4,5-c]pyridine ClC1=CC=C2CC[C@H](CC2=C1)N1CC2=C(CC1)N=C(N2)C2=C(C=C(C=C2)C#CC2CC2)Cl